C(C)(C)(C)OC(NCC=1NC(=CN1)C=1C=NC(=CC1)C(F)(F)F)=O ({5-[6-(trifluoromethyl)pyridin-3-yl]-1H-imidazol-2-yl}methyl)carbamic acid tert-butyl ester